ClC=1C=NC(=C(C(=O)NC2CCC(CC2)CN2C(N(C3=C2C=CC=C3)C3=CC=NC2=CC=CC=C32)=O)C1)C 5-chloro-2-methyl-N-((1r,4r)-4-((2-oxo-3-(quinolin-4-yl)-2,3-dihydro-1H-benzo[d]imidazol-1-yl)methyl)cyclohexyl)nicotinamide